ClC(C)C1=CC=CC=C1 α-chlorophenylethane